CC1(CC1)N1C(C(N(CC1)CC=1SC(=NN1)C1=CC=CC=C1)=O)=O 1-(1-methylcyclopropyl)-4-((5-phenyl-1,3,4-thiadiazol-2-yl)methyl)piperazine-2,3-dione